3H-imidazo[4,5-B]pyridine-5-carboxylic acid N1=CNC2=NC(=CC=C21)C(=O)O